C(C=C)(=O)N1C[C@H](C[C@@H]1COC)N1N=C(C(=C1NC)C(=O)N)C#CC1=CC2=C(N(C(=N2)C)C2CCC2)C=C1F (3S,5R)-1-Acryloyl-5-(methoxymethyl)pyrrolidin-3-yl-3-((1-cyclobutyl-6-fluoro-2-methyl-1H-benzo[d]imidazol-5-yl)ethynyl)-5-(methylamino)-1H-pyrazole-4-carboxamide